2,6-di-tert-butyl-α-(dimethylamino)-p-cresol C(C)(C)(C)C1=CC(=CC(=C1O)C(C)(C)C)CN(C)C